5-chloro-2-ethyl-2-(pentan-3-yloxy)pyrazine ClC=1N=CC(NC1)(OC(CC)CC)CC